FCC1(CC1)C=O (1-(fluoromethyl)cyclopropyl)methanone